C[C@@H](CCC)N (S)-pentan-2-amine